Z-pyrazole-3-carboxylate N1N=C(C=C1)C(=O)[O-]